5-methyl-2-((4-phenoxybenzoyl)glycyl)-2-azabicyclo[3.1.0]hexane-3-carboxylic acid CC12CC(N(C2C1)C(CNC(C1=CC=C(C=C1)OC1=CC=CC=C1)=O)=O)C(=O)O